3-((4-(decyloxy)phenyl)sulfonyl)-6-(methylsulfinyl)-4-(4-(2-(piperidin-1-yl)ethyl)-1,4-diazepan-1-yl)quinoline C(CCCCCCCCC)OC1=CC=C(C=C1)S(=O)(=O)C=1C=NC2=CC=C(C=C2C1N1CCN(CCC1)CCN1CCCCC1)S(=O)C